The molecule is an omega-carboxyacyl-CoA that results from the formal condensation of the thiol group of coenzyme A with the carboxy group of 2-benzylsuccinic acid. It derives from a coenzyme A. CC(C)(COP(=O)(O)OP(=O)(O)OC[C@@H]1[C@H]([C@H]([C@@H](O1)N2C=NC3=C(N=CN=C32)N)O)OP(=O)(O)O)[C@H](C(=O)NCCC(=O)NCCSC(=O)C(CC4=CC=CC=C4)CC(=O)O)O